(14S)-8-tert-Butyl-12,12-dimethyl-17-(propan-2-yl)-2λ6-thia-3,9,11,18,23-pentaazatetracyclo[17.3.1.111,14.05,10]tetracosa-1(23),5(10),6,8,19,21-hexaene-2,2,4-trione C(C)(C)(C)C=1C=CC=2C(NS(C=3C=CC=C(NC(CC[C@H]4CC(N(C2N1)C4)(C)C)C(C)C)N3)(=O)=O)=O